NC1=NC(=C(C(=N1)CCC(=O)O)CC1=C(C=CC=C1)OC)N[C@H](CCSC)CCCC (S)-3-(2-amino-5-(2-methoxybenzyl)-6-((1-(methylthio)heptan-3-yl)amino)pyrimidin-4-yl)propanoic acid